COC([C@@H](NC(C1=CC(=CC=C1)COC1=C(C=C(C=C1)C(F)(F)F)Cl)=O)C(C)C)=O (3-((2-chloro-4-(trifluoromethyl)phenoxy)-methyl)benzoyl)-L-valine methyl ester